N-propylPyridinecarboxamide C(CC)NC(=O)C1=NC=CC=C1